4-acetoxy-6-fluoro-7-methyl-3-(N-ethylaminoethyl)indole C(C)(=O)OC1=C2C(=CNC2=C(C(=C1)F)C)CCNCC